4-methyl-N-{4H,5H,6H,7H-pyrazolo[1,5-a]pyridin-2-yl}-3-[2-(pyridin-3-yl)ethynyl]benzamide CC1=C(C=C(C(=O)NC2=NN3C(CCCC3)=C2)C=C1)C#CC=1C=NC=CC1